4-(difluoromethoxy)-2-chloroaniline FC(OC1=CC(=C(N)C=C1)Cl)F